1-(4-methoxybenzyl)-3-(6-(5-(6-methylpyridin-3-yl)-1,3,4-oxadiazol-2-yl)spiro[3.3]heptan-2-yl)urea COC1=CC=C(CNC(=O)NC2CC3(C2)CC(C3)C=3OC(=NN3)C=3C=NC(=CC3)C)C=C1